BrC=1C(=NC=C(C1)Cl)N 3-bromo-5-chloropyridin-2-amine